1-[bis(dimethylamino)methylene]-1H-[1,2,3]triazolo[4,5-b]pyridine-1-ium CN(C)C(=[N+]1N=NC2=NC=CC=C21)N(C)C